BrC1=CC=C(C=C1)CC(=O)NC1=C(C=C(C(=O)OC)C=C1)NCN1OC=CN1 Methyl (S)-4-(2-(4-bromophenyl)acetylamino)-3-((oxadiazole-2-ylmethyl)amino)benzoate